C1(=C(C(=CC=C1)S(=O)(=O)[O-])S(=O)(=O)[O-])C=CC1=CC=CC=C1.[Na+].[Na+].C(C)N(C=1C(=NN=NC1N)NC1=CC=CC=C1)CC bis-ethylphenyltriaminotriazine disodium stilbenedisulfonate